C1(=CC=CC=C1)N1[NH2+]C(=NN1C1=CC=C(C=C1)C=CC1=CC=CC=C1)C1=CC=CC=C1 2,5-diphenyl-3-(4-styrylphenyl)tetrazolium